isochromene-1-carboxylic acid C1(OC=CC2=CC=CC=C12)C(=O)O